hydroxybutenoic acid CC=C(C(=O)O)O